4-[(1-ethylpropyl)amino]-2-methyl-3,5-dinitrobenzoic acid C(C)C(CC)NC1=C(C(=C(C(=O)O)C=C1[N+](=O)[O-])C)[N+](=O)[O-]